[2,3,5,6-tetrafluoro-4-(methoxymethyl) phenyl] methyl-3-(2-cyano-1-propen-1-yl)-2,2-dimethylcyclopropanecarboxylate CC1(C(C1C=C(C)C#N)(C)C)C(=O)OC1=C(C(=C(C(=C1F)F)COC)F)F